(S)-4-(5-(4-(3-((2-(1-hydroxyethyl)-1H-imidazol-1-yl)methyl)isoxazol-5-yl)phenyl)penta-2,4-diyn-1-yl)piperazin-2-one O[C@@H](C)C=1N(C=CN1)CC1=NOC(=C1)C1=CC=C(C=C1)C#CC#CCN1CC(NCC1)=O